N1(CN=CC=C1)CCC(=O)O 1(2H)-Pyrimidinepropanoic acid